(R)-1-(2-methyl-1-(3-methylbenzofuran-2-yl)propyl)-3-(4-(methylsulfonyl)phenyl)urea CC([C@H](C=1OC2=C(C1C)C=CC=C2)NC(=O)NC2=CC=C(C=C2)S(=O)(=O)C)C